ClC=1C=C(C=CC1F)NC1=C2C=C(NC2=C(C=C1F)F)C(=O)OCC Ethyl 4-((3-chloro-4-fluorophenyl) amino)-5,7-difluoro-1H-indole-2-carboxylate